Ethyl 2-(2-chloro-6-fluoro-4-((5-oxo-4-(4-(trifluoromethoxy)phenyl)-4,5-dihydro-1H-1,2,4-triazol-1-yl)methyl)phenoxy)-2-methylpropionate ClC1=C(OC(C(=O)OCC)(C)C)C(=CC(=C1)CN1N=CN(C1=O)C1=CC=C(C=C1)OC(F)(F)F)F